1-(4-(3-methyl-5-(4-(trifluoromethyl)benzoyl)-1H-pyrazol-1-yl)piperidin-1-yl)prop-2-en-1-one CC1=NN(C(=C1)C(C1=CC=C(C=C1)C(F)(F)F)=O)C1CCN(CC1)C(C=C)=O